2,2'-diphenyldicarboxylic anhydride C1=CC=C2C(=C1)C3=CC=CC=C3C(=O)OC2=O